O1C(=CC=C1)C(=O)N[C@@H](CN1CCN(CC1)C(=O)OC(C)(C)C)C(=O)OC (S)-tert-Butyl 4-(2-(furan-2-carboxamido)-3-methoxy-3-oxopropyl)piperazine-1-carboxylate